C(C)(C)(C)OC(NC1=NC=CC(=C1F)Cl)=O (4-Chloro-3-fluoro-pyridin-2-yl)-carbamic acid-tert-butyl ester